N[C-]1C(C=CC=C1)\C=C\C(=O)C1=CC=CC=C1 2-aminochalconeid